ClCCNC=O (2-chloroethyl)formamide